2-((2-(4-fluorophenyl)Azolo[4,5-c]Quinolin-4-yl)oxy)-N,N-dimethylethylamine FC1=CC=C(C=C1)C=1NC2=C(C(=NC=3C=CC=CC23)OCCN(C)C)C1